1-propylpyridine iodide [I-].C(CC)N1CC=CC=C1